C1(=CC=CC=C1)C1=NC2=CC=CC=C2N=C1C1=CC=C(C=C1)C1=CC=C(C2=CC=CC=C12)C=1C=NC=CC1 2-phenyl-3-{4-[4-(3-pyridyl)-1-naphthyl]phenyl}quinoxaline